C1(=CC=CC2=CC=CC=C12)NC1=C(C=CC=C1)NC1=CC=CC2=CC=CC=C12 dinaphthyl-phenylenediamine